Cl.N1C[C@H](CC1)[C@@H](C(=O)O)CC1=CC(=CC=C1)C1CCOCC1 (2S)-2-[(3R)-Pyrrolidin-3-yl]-3-[3-(tetrahydro-2H-pyran-4-yl)phenyl]propanoic acid hydrochloride